trifluoromethanesulfonyloxy (triflate) O(S(=O)(=O)C(F)(F)F)OS(=O)(=O)C(F)(F)F